N-(3,4-dihydroxy-9,10-dioxo-9,10-dihydroanthracen-2-yl)-4-methylbenzenesulfonamide OC=1C(=CC=2C(C3=CC=CC=C3C(C2C1O)=O)=O)NS(=O)(=O)C1=CC=C(C=C1)C